OC(C)(C)C=1N=C(N(C1)C=1C=CC=2N(C1)C(=CN2)C#N)C2=NC(=CC=C2)C 6-(4-(2-hydroxypropan-2-yl)-2-(6-methylpyridin-2-yl)-1H-imidazol-1-yl)imidazo[1,2-a]pyridine-3-carbonitrile